P(=O)(O)(O)O.CN1N=C(N=N1)C1=NC=C(C=C1)C1=C(C=C(C=C1)N1C(O[C@H](C1)CO)=O)F (R)-3-(4-(2-(2-methyltetrazol-5-yl)pyridin-5-yl)3-fluorophenyl)-5-hydroxymethyl-Oxazolidin-2-one dihydrogen phosphate